COC([C@@H](NC([C@@H](NC(=O)OC(C)(C)C)CCC(=O)O)=O)CSC#CC1=CC=CC=C1)=O N-((tert-butoxycarbonyl)-L-glutamyl)-S-(phenylethynyl)-L-cysteine methyl ester